COC1=CC=C2C=3C=CN=C(C3N(C2=C1)CCCN1N=NC(=C1)COC)C 1-(3-(7-Methoxy-1-methyl-β-carbolin-9-yl)propyl)-4-(methoxymethyl)-1,2,3-triazole